1-isopropyl-2-methyl-1H-benzo[d]imidazole C(C)(C)N1C(=NC2=C1C=CC=C2)C